BrCCCOC=1C=C(C(=O)N)C=C(C1Cl)[N+](=O)[O-] 3-(3-bromopropyloxy)-4-chloro-5-nitrobenzamide